C1C(C)OC(O1)=O carbonic propylene ester